(sulfanyl-methyl-disulfanyl)methanethiol SCSSCS